C(CC)N(CCC1=CNC2=CC=CC(=C12)O)CCC N,N-Dipropyl-4-hydroxy-tryptamine